1-((3,3-difluorocyclobutyl)methyl)-3-(1,1-difluoroethyl)-4-(trifluoromethyl)-1H-pyrazole FC1(CC(C1)CN1N=C(C(=C1)C(F)(F)F)C(C)(F)F)F